4-((5-nitropyridine-2-yl)oxy)piperidine [N+](=O)([O-])C=1C=CC(=NC1)OC1CCNCC1